[2H]C1=C(C(=C2C(=C1[2H])C3=C(C2([2H])[2H])C(=C(C(=C3[2H])[2H])O)[2H])[2H])[2H] 2-hydroxyfluorene-d9